N-(3-(2-(difluoromethoxy)-5-((1-((3-hydroxyazetidin-3-yl)methyl)-1H-pyrazol-4-yl)oxy)phenyl)-1-methyl-1H-pyrazol-4-yl)pyrazolo[1,5-a]pyrimidine-3-carboxamide FC(OC1=C(C=C(C=C1)OC=1C=NN(C1)CC1(CNC1)O)C1=NN(C=C1NC(=O)C=1C=NN2C1N=CC=C2)C)F